N[C@H]1CN(CC[C@H]1F)C=1C(=CC(=NC1)C=1C=CC2=C(CCO2)C1)CN1C2=NC=NC(=C2N=C1)N 9-((5-((3S,4R)-3-amino-4-fluoropiperidin-1-yl)-2-(2,3-dihydrobenzofuran-5-yl)pyridin-4-yl)methyl)-9H-purin-6-amine